NC1=NC=C(C#N)C(=C1)N1CC2(CCOC2)CC1 6-amino-4-(2-oxa-7-azaspiro[4.4]nonan-7-yl)nicotinonitrile